methyl 2-[5-[(3S)-3-(tert-butoxycarbonylamino)pyrrolidin-1-yl]sulfonylindol-1-yl]propanoate C(C)(C)(C)OC(=O)N[C@@H]1CN(CC1)S(=O)(=O)C=1C=C2C=CN(C2=CC1)C(C(=O)OC)C